COC1=CC=C(C=C1)CCC=1OC2=CC=CC=C2C(C1)=O 2-[2-(4-methoxyphenyl)ethyl]chromone